isopropyl 3,3-difluoro-1-((tosyloxy)methyl)cyclobutane-1-carboxylate FC1(CC(C1)(C(=O)OC(C)C)COS(=O)(=O)C1=CC=C(C)C=C1)F